1,5-dimethyl-2,6-naphthalenediselenol CC1=C(C=CC2=C(C(=CC=C12)[SeH])C)[SeH]